CN1N=CC(=C1)C#CC=1N=CC2=C(N1)N(C=C2C(=O)N)C2(CC2)C ((1-methyl-1H-pyrazol-4-yl)ethynyl)-7-(1-methylcyclopropyl)-7H-pyrrolo[2,3-d]pyrimidine-5-carboxamide